FC1(CCC(CC1)CC(=O)N1CC=2N(CC1)N=C(C2)N2C1CN(CC2CC1)C(=O)OCC1=CC=CC=C1)F benzyl 8-(5-(2-(4,4-difluorocyclohexyl)acetyl)-4,5,6,7-tetrahydropyrazolo[1,5-a]pyrazin-2-yl)-3,8-diazabicyclo[3.2.1]octane-3-carboxylate